N-(trans-4-((5-cyanopyridin-2-yl)amino)cyclohexyl)-N-(2-fluoro-4-(1-methyl-1H-pyrazol-4-yl)phenyl)acetamide C(#N)C=1C=CC(=NC1)N[C@@H]1CC[C@H](CC1)N(C(C)=O)C1=C(C=C(C=C1)C=1C=NN(C1)C)F